COC(=O)C=1C=C2C=CC=NC2=CC1OCCN1CCN(CC1)C 7-[2-(4-methylpiperazin-1-yl)ethoxy]Quinoline-6-carboxylic acid methyl ester